tert-butyl 2-[1-(3-chlorophenyl)-3-(cyclopropylmethylcarbamoyl)-7-oxo-4,5-dihydropyrazolo[3,4-c]pyridin-6-yl]-6,8-dihydro-5H-pyrido[3,4-d]pyrimidine-7-carboxylate ClC=1C=C(C=CC1)N1N=C(C2=C1C(N(CC2)C=2N=CC1=C(N2)CN(CC1)C(=O)OC(C)(C)C)=O)C(NCC1CC1)=O